(S)-2-(3,3-dimethyl-4-(oxetane-3-carbonyl)piperazin-1-yl)-N-(5-(4-fluorophenoxy)pyridin-2-yl)propanamide CC1(CN(CCN1C(=O)C1COC1)[C@H](C(=O)NC1=NC=C(C=C1)OC1=CC=C(C=C1)F)C)C